C(C)(C)[N+](CC1=CC=CC=C1)(CC)C(C)C diisopropylethylbenzylammonium